C(C1=CC=CC=C1)NS(=O)(=O)C=1C=C(C(=O)OCC)C=CC1 ethyl 3-(benzylsulfamoyl)benzoat